N-[5-acetyl-1-[(4-methoxyphenyl)methyl]pyrazol-3-yl]-3-chloro-4-methoxy-benzamide C(C)(=O)C1=CC(=NN1CC1=CC=C(C=C1)OC)NC(C1=CC(=C(C=C1)OC)Cl)=O